3,5-dimethyl-2,6-dioxo-4-thioxo-1,3,5-triazinan CN1C(NC(N(C1=S)C)=O)=O